5-(4-carboxyl-phenoxy)-isophthalic acid C(=O)(O)C1=CC=C(OC=2C=C(C=C(C(=O)O)C2)C(=O)O)C=C1